(4S)-4-(4-aminobutyl)-2,5-oxazolidinedione NCCCC[C@@H]1NC(OC1=O)=O